2-ethylhexyl 3-[[(5S,7S)-5-(3,4-difluorophenyl)-7-fluoro-6,7-dihydro-5H-pyrrolo[1,2-b][1,2,4]triazol-2-yl]sulfanyl]propanoate FC=1C=C(C=CC1F)[C@@H]1C[C@@H](C=2N1N=C(N2)SCCC(=O)OCC(CCCC)CC)F